2-bromo-3,5-difluoro-4-(1-methylcyclohexyl)phenol BrC1=C(C=C(C(=C1F)C1(CCCCC1)C)F)O